allyl 2-O-benzoyl-3-O-benzyl-α-L-rhamnopyranoside C(C1=CC=CC=C1)(=O)O[C@H]1[C@H](OCC=C)O[C@H]([C@@H]([C@H]1OCC1=CC=CC=C1)O)C